F[B-](F)(F)F.C(C1=CC=CC=C1)[N+]1=C(C=C(C=C1C1=CC=CC=C1)C1=CC=CC=C1)C1=CC=CC=C1 1-benzyl-2,4,6-triphenylpyridinium tetrafluoroborate